O[C@H]1C[C@@H]([C@@H]2[C@H]1OC(O2)(C)C)C=2C=C(CNC(OC(C)(C)C)=O)C=C(C2)OC tert-butyl (3-((3aR,4R,6S,6aS)-6-hydroxy-2,2-dimethyltetrahydro-4H-cyclopenta[d][1,3]dioxol-4-yl)-5-methoxybenzyl)carbamate